ClC1=NNC2=CC=C(C=C12)C 3-chloro-5-methyl-1H-indazole